C12CN(CC2C1)S(=O)(=O)NC(=O)C1=C(C(=C(C(=O)O)C=C1)F)OC1CC1 4-(((3-azabicyclo[3.1.0]hexan-3-yl)sulfonyl)carbamoyl)-3-cyclopropoxy-2-fluorobenzoic acid